5-(2-(4-chlorobenzamido)ethyl)-N-hydroxyisoxazole-3-carboxamide ClC1=CC=C(C(=O)NCCC2=CC(=NO2)C(=O)NO)C=C1